NC1=C(C2=C(S1)C(=CC=C2C=2C1=C(C=3C=NC(=NC3C2Cl)OC[C@@]23CCCN3CC(C2)=C)COC1)F)C#N 2-amino-4-((S)-5-chloro-3-(((R)-2-methylidenetetrahydro-1H-pyrrolizin-7a(5H)-yl)methoxy)-7,9-dihydrofuro[3,4-f]quinazolin-6-yl)-7-fluorobenzo[b]thiophene-3-carbonitrile